N-(3-aminopropyl)-2-[[2-(2,6-dioxo-3-piperidinyl)-2,3-dihydro-1,3-dioxo-1H-isoindol-4-yl]oxy]acetamide NCCCNC(COC1=C2C(N(C(C2=CC=C1)=O)C1C(NC(CC1)=O)=O)=O)=O